OC=1C=C(C=CC1O)/C=C/C(=O)NCCC1=CC=C(OCC(=O)O)C=C1 (E)-2-(4-(2-(3-(3,4-dihydroxyphenyl)acrylamido)ethyl)phenoxy)acetic acid